sodium lauroyl-glucose sodium [Na].C(CCCCCCCCCCC)(=O)C(=O)[C@H](O)[C@@H](O)[C@H](O)[C@H](O)CO.[Na]